2,6-dibromo-4,8-dibutoxybenzo[1,2-b:4,5-b']dithiophene BrC1=CC=2C(S1)=C(C1=C(SC(=C1)Br)C2OCCCC)OCCCC